(E)-({8-[(tert-butyldimethylsilyl)oxy]-4-methoxynaphthalen-1-yl}methylidene)amino acetate C(C)(=O)O/N=C/C1=CC=C(C2=CC=CC(=C12)O[Si](C)(C)C(C)(C)C)OC